2-chloro-3-fluoro-4-iodobenzonitrile tert-Butyl-nitrite C(C)(C)(C)ON=O.ClC1=C(C#N)C=CC(=C1F)I